CCCCC\C=C/C\C=C/CCCCCCCCC(CCCCCCCC\C=C/C\C=C/CCCCC)OC(CCCN(C)C)=O.N1=CC=C(C=C1)\C=C/1\C(/C(/CCC1)=C/C1=CC=NC=C1)=O (2e,6e)-2,6-bis(4-pyridylmethylene)cyclohexanone (6Z,9Z,28Z,31Z)-heptatriacont-6,9,28,31-tetraene-19-yl-4-(dimethylamino)butanoate